C(C)C(C(=O)O)CCCCCCCCCCCCCC ethyl-hexadecanoic acid